3-[3-ethyl-4-(1H-pyrrolo[2,3-b]pyridin-4-yloxy)phenyl]-1-[3-(trifluoromethyl)phenyl]-2,4-imidazolidinedione C(C)C=1C=C(C=CC1OC1=C2C(=NC=C1)NC=C2)N2C(N(CC2=O)C2=CC(=CC=C2)C(F)(F)F)=O